C1(=CC=CC=C1)NC(=S)NC1=CC=C(C=C1)C 1-phenyl-3-(p-tolyl)thiourea